FC1=C2C=CN(C2=C(C=C1)C(=O)NC1CC2(CCC2)C1)CC1=CC=C(C=C1OC)C1=CC(=CC=C1)F (Sa)-6-(4-Fluoro-1-((3'-fluoro-5-methoxy-[1,1'-biphenyl]-4-yl)methyl)-1H-indol-7-carboxamido)spiro[3.3]heptan